3-oxo-octanoic acid ethyl ester C(C)OC(CC(CCCCC)=O)=O